FC=1C=C(OC1)B(O)O 4-FLUORO-2-FURANBORONIC ACID